1-[4-(6-chloropyrimidin-4-yl)oxazol-5-yl]ethanamine ClC1=CC(=NC=N1)C=1N=COC1C(C)N